C(CCCCCCCC)OC=1C=C(C=CC1)B(O)O [3-(NONYLOXY)PHENYL]BORANEDIOL